BrC(Br)C1=C(C=CC=C1)C1=CC=CC=C1 dibromomethyl-biphenyl